2-(1H-pyrrolo[2,3-b]pyridin-5-yloxy)-4-(4-((8-(4-chlorophenyl)spiro[4.5]dec-7-en-7-yl)methyl)piperazin-1-yl)benzoic acid N1C=CC=2C1=NC=C(C2)OC2=C(C(=O)O)C=CC(=C2)N2CCN(CC2)CC=2CC1(CCCC1)CCC2C2=CC=C(C=C2)Cl